N-(4-Bromo-2-fluorobenzyl)-2,2-dimethoxyethane-1-amine BrC1=CC(=C(CNCC(OC)OC)C=C1)F